4-(4-(1,1-bis(p-hydroxyphenyl)-ethyl)alpha,alpha-dimethylbenzyl)phenol OC1=CC=C(C=C1)C(C)(C1=CC=C(C=C1)O)C1=CC=C(C(C)(C)C2=CC=C(C=C2)O)C=C1